(R)-1-benzyl-2-(4,7-dimethyl-6-pentyl-1,3-dihydroisobenzofuran-5-yl)-2,3-dihydro-1H-naphtho[1,8-de][1,3,2]diazaborinine C(C1=CC=CC=C1)N1B(NC2=C3C1=CC=CC3=CC=C2)C=2C(=C3COCC3=C(C2CCCCC)C)C